C(CCC(=O)O)(=O)O.OC=1[C@H](OC(C1O)=O)[C@H](CO)O vitamin C succinate